C(#N)C=1C=C(C=NC1N1N=CC=N1)NC(=O)C=1C=NN(C1C(F)(F)F)C=1C=CC=C2C=NNC12 N-(5-Cyano-6-(2H-1,2,3-triazol-2-yl)pyridin-3-yl)-1-(1H-indazol-7-yl)-5-(trifluoromethyl)-1H-pyrazol-4-carboxamid